CC1=CC=2N(C=C1NC1=NC=C3C(=N1)N(N=C3C(F)(F)F)C3CCOCC3)N=CN2 N-(7-methyl-[1,2,4]triazolo[1,5-a]pyridin-6-yl)-1-(tetrahydro-2H-pyran-4-yl)-3-(trifluoromethyl)-1H-pyrazolo[3,4-d]pyrimidin-6-amine